ClC12CC3(CC(C4=C(C(C1)C3)C=CC=C4)C2)NC(=O)NC2CCN(CC2)C(C(C)C)=O 1-(9-chloro-5,6,8,9,10,11-hexahydro-7H-5,9:7,11-dimethanobenzo[9]annulen-7-yl)-3-(1-isobutyrylpiperidin-4-yl)urea